2-((1-(4-chlorophenyl)-4-phenyl-1H-imidazol-2-yl)sulfinyl)-N-(2,3-dimethylphenyl)acetamide ClC1=CC=C(C=C1)N1C(=NC(=C1)C1=CC=CC=C1)S(=O)CC(=O)NC1=C(C(=CC=C1)C)C